6-bromo-8-(1-cyanocyclopropyl)imidazo[1,2-a]pyridine-2-carboxylic acid BrC=1C=C(C=2N(C1)C=C(N2)C(=O)O)C2(CC2)C#N